(3-(cyclopropylethynyl)-5-fluorophenyl)-N-(2,2-difluoroethyl)-6-fluoro-1-methyl-[1,2,4]triazolo[4,3-a]quinazolin-5-amine C1(CC1)C#CC=1C=C(C=C(C1)F)C=1C(=C2C(=NC=3N(C2=CC1)C(=NN3)C)NCC(F)F)F